2-[4-[3-[(3-Chlorophenyl)methoxy]benzoyl]piperazin-1-yl]-3H-quinazolin-4-one ClC=1C=C(C=CC1)COC=1C=C(C(=O)N2CCN(CC2)C2=NC3=CC=CC=C3C(N2)=O)C=CC1